N1N=CC2=CC=C(C=C12)/C=C/C(=O)NC=1C=CC=C2C=NN(C12)C (E)-3-(1H-Indazol-6-yl)-N-(1-methyl-1H-indazol-7-yl)acrylamid